[Cl-].OC(C[N+](C)(C)C)COC1=CC=2C(C3=CC=CC=C3SC2C(=C1C)C)=O 2-hydroxy-3-(3,4-dimethyl-9-oxo-9H-thioxanthene-2-yloxy)-N,N,N-trimethyl-1-propaneaminium chloride